COC(=O)[C@H]1N([C@H](CC1)C1=C(C=CC=C1)Cl)C(=O)C1=CC=C(C=C1)C1=CC(=C(C=C1)C#N)C#N (2S,5R)-5-(2-chlorophenyl)-1-(3',4'-dicyano-[1,1'-biphenyl]-4-carbonyl)pyrrolidine-2-carboxylic acid methyl ester